C1(CC1)OC1=NC(=C(C=2N=C(N=C(C21)N2C[C@@](CCC2)(O)C)OCC2(CC2)CO)F)C2=CC(=CC1=CC=C(C(=C21)CC)F)OCOC (R)-1-(5-cyclopropoxy-7-(8-ethyl-7-fluoro-3-(methoxymethoxy)naphthalen-1-yl)-8-fluoro-2-((1-(hydroxymethyl)cyclopropyl)methoxy)pyrido[4,3-d]pyrimidin-4-yl)-3-methylpiperidin-3-ol